C(CCCCCCCCCCCCCCCCCCC(=O)O)(=O)O Eicosanedioic acid